2-[3-(5-{(1,3-Dimethyl-azetidin-3-yl)-[4-(1-ethyl-propyl)-phenyl]-hydroxy-methyl}-pyridin-3-yl)-[1,2,4]oxadiazol-5-yl]-propan-2-ol CN1CC(C1)(C)C(C=1C=C(C=NC1)C1=NOC(=N1)C(C)(C)O)(O)C1=CC=C(C=C1)C(CC)CC